1-(4-((6-amino-9H-purin-9-yl)methyl)-6-(3-fluoro-4-methoxyphenyl)pyridin-3-yl)-3-(pyridin-2-yl)piperidin-3-ol NC1=C2N=CN(C2=NC=N1)CC1=C(C=NC(=C1)C1=CC(=C(C=C1)OC)F)N1CC(CCC1)(O)C1=NC=CC=C1